COC(=O)C1CCOC2(CCCC2)C1 6-Oxaspiro[4.5]decane-9-carboxylic acid methyl ester